tert-butyl(tert-butoxycarbonyl) (3-cyano-6-(2-methoxynaphthalen-1-yl)pyrazolo[1,5-a]pyrimidin-7-yl)carbamate C(#N)C=1C=NN2C1N=CC(=C2NC(OC(=O)OC(CC(C)(C)C)(C)C)=O)C2=C(C=CC1=CC=CC=C21)OC